FC=1C=C2C(=C(NC2=CC1)C(=O)OCC)C=1N=NN(C1)CC1CCN(CC1)CCNS(=O)(=O)C1=CC=C(C=C1)C(C)C ethyl 5-fluoro-3-(1-((1-(2-((4-isopropylphenyl) sulfonamido) ethyl) piperidin-4-yl) methyl)-1H-1,2,3-triazol-4-yl)-1H-indole-2-carboxylate